4-[(pyrrolidin-3-yl)amino]-1-(2,2,2-trifluoroethyl)-1H-indol N1CC(CC1)NC1=C2C=CN(C2=CC=C1)CC(F)(F)F